6-(4-(((2-(2,6-dioxopiperidin-3-yl)-4-fluoro-1-oxoisoindolin-5-yl)methyl)(methyl)amino)piperidin-1-yl)-2-(4-phenoxyphenyl)nicotinamide O=C1NC(CCC1N1C(C2=CC=C(C(=C2C1)F)CN(C1CCN(CC1)C1=NC(=C(C(=O)N)C=C1)C1=CC=C(C=C1)OC1=CC=CC=C1)C)=O)=O